C(C1=CC=CC=C1)(=O)OOC1CCC(C=2C(=NN(C12)C1=CC(=CC=C1)SC(C)C1=CC2=C(OC(O2)(F)F)C=C1)C(F)(F)F)C methyl-((1-(3-((1-(2,2-difluorobenzo[d][1,3]dioxol-5-yl) ethyl) thio) phenyl)-3-(trifluoromethyl)-4,5,6,7-tetrahydro-1H-indazol-7-yl) oxy) benzoate